trans-N2-[4-[5-[2-[[(3S,5S)-5-fluoro-3-piperidyl]amino]pyrimidin-4-yl]-2-methyl-thiazol-4-yl]oxy-1-naphthyl]cyclohexane-1,2-diamine F[C@H]1C[C@@H](CNC1)NC1=NC=CC(=N1)C1=C(N=C(S1)C)OC1=CC=C(C2=CC=CC=C12)N[C@H]1[C@@H](CCCC1)N